(4-methylthiazol-2-yl)but-3-yn-2-ol CC=1N=C(SC1)CC(C#C)O